1,1-dimethyl-3,4-diphenylthiaole CS1(C=C(C(=C1)C1=CC=CC=C1)C1=CC=CC=C1)C